9-fluoro-3-(4-fluoro-benzoyl)-1,1-dimethyl-1,2,3,6-tetrahydro-azepino[4,5-b]indole-5-carboxylic acid ethyl ester C(C)OC(=O)C1=CN(CC(C2=C1NC=1C=CC(=CC21)F)(C)C)C(C2=CC=C(C=C2)F)=O